(2-bromophenyl)-2-diazoacetic acid ethyl ester C(C)OC(C(=[N+]=[N-])C1=C(C=CC=C1)Br)=O